FC1=CC(=C2N=CC=NC2=C1)N1C[C@H](N([C@H](C1)C)C(=O)OC(C)(C)C)C cis-tert-butyl (2R,6S)-4-(7-fluoroquinoxalin-5-yl)-2,6-dimethylpiperazine-1-carboxylate